FC(C1=NN=C(O1)C1=CN=C(S1)CN(S(=O)(=O)CCN1C[C@H](OCC1)C)C=1C=NC=CC1)F N-({5-[5-(difluoromethyl)-1,3,4-oxadiazol-2-yl]-1,3-thiazol-2-yl}methyl)-2-[(2R)-2-methylmorpholin-4-yl]-N-(pyridin-3-yl)ethane-1-sulfonamide